FC=1C=C(C=CC1)[C@@H]1N(CCC1)C=1C=CC=2N(N1)C(=CN2)C=2CN(CC2)C(=O)OC(C)(C)C tert-butyl (R)-3-(6-(2-(3-fluorophenyl) pyrrolidin-1-yl)imidazo[1,2-b]pyridazin-3-yl)-2,5-dihydro-1H-pyrrole-1-carboxylate